BrC=1C=CC(=NC1)[C@H]1N([C@@H](CC=2C=C3C(=CC12)OCO3)C)CC(CO[Si](C3=CC=CC=C3)(C3=CC=CC=C3)C(C)(C)C)(F)F (5S,7R)-5-(5-bromopyridin-2-yl)-6-(3-((tert-butyldiphenylsilyl)oxy)-2,2-difluoropropyl)-7-methyl-5,6,7,8-tetrahydro-[1,3]dioxolo[4,5-g]isoquinoline